The molecule is a member of the class of thiadiazoles that is 1,2,3-thiadiazole substituted at positions 4 and 5 by 2,4-dihydroxy-4-chlorophenyl and 4-methoxyphenyl groups respectively. It has a role as a Hsp90 inhibitor. It is a member of thiadiazoles, a member of resorcinols, a member of monochlorobenzenes and a monomethoxybenzene. COC1=CC=C(C=C1)C2=C(N=NS2)C3=CC(=C(C=C3O)O)Cl